tert-butyl 2-((2,2'-dichloro-3'-(5-(hydroxymethyl)-6-methoxypyridin-2-yl)-[1,1'-biphenyl]-3-yl) carbamoyl)-1-methyl-1,4,6,7-tetrahydro-5H-imidazo[4,5-c]pyridine-5-carboxylate ClC1=C(C=CC=C1NC(=O)C=1N(C2=C(CN(CC2)C(=O)OC(C)(C)C)N1)C)C1=C(C(=CC=C1)C1=NC(=C(C=C1)CO)OC)Cl